ClC=1C(=CC=C2N=CC(=NC12)C=1C=NN(C1)C(CC(=O)N)(C)C)OC1=CC2=C(N=C(N2)C)C=C1 3-[4-[8-chloro-7-[(2-methyl-3H-benzimidazol-5-yl)oxy]quinoxalin-2-yl]pyrazol-1-yl]-3-methyl-butanamide